(2s,3aR,5r,6aS)-N-(4-(5-carbamoyl-2,2-dimethyl-2,3-dihydro-1H-pyrrolizin-7-yl)-5-chloropyridin-2-yl)octahydropentalene-2,5-dicarboxamide C(N)(=O)C=1N2CC(CC2=C(C1)C1=CC(=NC=C1Cl)NC(=O)C1C[C@@H]2CC(C[C@@H]2C1)C(=O)N)(C)C